N-(3,4-Difluorophenyl)-3-(hydroxyimino)-2,3-dihydrobenzo[b]thiophene-7-carboxamide FC=1C=C(C=CC1F)NC(=O)C1=CC=CC2=C1SCC2=NO